3-[[(1R)-1-[3,6-Dimethyl-2-(2-methylthiazolo[5,4-b]pyridin-5-yl)-4-oxo-chromen-8-yl]ethyl]amino]-6-(trifluoromethyl)pyridine-2-carboxylic acid CC1=C(OC2=C(C=C(C=C2C1=O)C)[C@@H](C)NC=1C(=NC(=CC1)C(F)(F)F)C(=O)O)C1=CC=C2C(=N1)SC(=N2)C